(4-(bis(4-methoxybenzyl)amino)-2-(heptan-4-ylamino)imidazo[2,1-f][1,2,4]triazin-7-yl)(6-(4-(dimethylamino)piperidin-1-yl)-5-methylpyridin-3-yl)methanol COC1=CC=C(CN(C2=NC(=NN3C2=NC=C3C(O)C=3C=NC(=C(C3)C)N3CCC(CC3)N(C)C)NC(CCC)CCC)CC3=CC=C(C=C3)OC)C=C1